[N+](=[N-])=CC(CC[C@@H](C(=O)OC(C)C)NC([C@H](CC(C)C)OC)=O)=O isopropyl (S)-6-diazo-2-((S)-2-methoxy-4-methylpentanamido)-5-oxohexanoate